7-(piperazin-1-yl)-2-(1H-pyrazol-4-yl)-4H-pyrido[1,2-a]pyrimidin-4-one hydrochloride Cl.N1(CCNCC1)C=1C=CC=2N(C(C=C(N2)C=2C=NNC2)=O)C1